OC1=C(N=C2N1C=CC=C2)CC2=CC=CC=C2 hydroxy(phenyl)methylimidazolo[1,2-a]pyridine